1-octyl-6-oxopiperidine-2-carboxylic acid C(CCCCCCC)N1C(CCCC1=O)C(=O)O